FC(=CCN1C(C2=CC=C(C=C2C1)NC1=CC=C(C=C1)N1CCC(CC1)C(F)(F)F)=O)F 2-(3,3-difluoroallyl)-5-((4-(4-(trifluoromethyl)piperidin-1-yl)phenyl)amino)isoindolin-1-one